C(C1=CC=CC=C1)OCCCN(CCNC(OCCCC)=O)C butyl (2-{[3-(benzyloxy)propyl](methyl)amino}ethyl)carbamate